cyclopentyl-N-(oxetan-3-yl)propanamide C1(CCCC1)C(C(=O)NC1COC1)C